(3R,5S)-piperidine-1,3,5-tricarboxylic acid N1(C[C@@H](C[C@@H](C1)C(=O)O)C(=O)O)C(=O)O